2-(thiazole-2-carbonyl)hydrazine-1-carbothioamide S1C(=NC=C1)C(=O)NNC(N)=S